tert-butyl (R)-3-((5-(1H-indazol-7-yl)pyrazin-2-yl)carbamoyl)-3-fluoropiperidine-1-carboxylate N1N=CC2=CC=CC(=C12)C=1N=CC(=NC1)NC(=O)[C@@]1(CN(CCC1)C(=O)OC(C)(C)C)F